((4-chlorophenyl)sulfonyl)-3-(4-fluorophenyl)-4-phenyl-N-(1-sulfamoylpropan-2-yl)-4,5-dihydro-1H-pyrazole-1-carboxamide ClC1=CC=C(C=C1)S(=O)(=O)C1(C(=NN(C1)C(=O)NC(CS(N)(=O)=O)C)C1=CC=C(C=C1)F)C1=CC=CC=C1